FC1=NC(=CC=C1CC=1N=C2C(=NC(=NN2C1)OC(C)CCC)N)C1CCNCC1 ((2-fluoro-6-(piperidin-4-yl)pyridin-3-yl)methyl)-2-(pentan-2-yloxy)imidazo[2,1-f][1,2,4]triazin-4-amine